Boc-(S)-3-amino-3-phenyl-propanol methyl-(2S,6S)-6-methyl-4-oxo-piperidine-2-carboxylate CN1[C@@H](CC(C[C@@H]1C)=O)C(=O)O[C@@H](CC(C1=CC=CC=C1)N)C(=O)OC(C)(C)C